3-([1,2,4]triazolo[1,5-a]pyridin-6-yl)-N-(3-(4-methylpiperazin-1-yl)phenyl)-1H-pyrrolo[2,3-b]pyridin-6-amine N=1C=NN2C1C=CC(=C2)C2=CNC1=NC(=CC=C12)NC1=CC(=CC=C1)N1CCN(CC1)C